1-(1-acryloylpiperidin-3-yl)-N-(4-(4-morpholino-7H-pyrrolo[2,3-d]pyrimidin-6-yl)phenyl)pyrrolidine-3-sulfonamide C(C=C)(=O)N1CC(CCC1)N1CC(CC1)S(=O)(=O)NC1=CC=C(C=C1)C1=CC2=C(N=CN=C2N2CCOCC2)N1